5-cyano-4-methyl-2,3-dihydro-furo[2,3-b]pyridine-6-carboxylic acid methyl ester COC(=O)C1=C(C(=C2C(=N1)OCC2)C)C#N